methyl (3aR,4R,7aR)-2-methyl-4-[(1S,2R)-1,2,3-tris(acetyloxy)propyl]-3aH,4H,7aH-pyrano[3,4-d][1,3]oxazole-6-carboxylate CC=1O[C@H]2[C@@H](N1)[C@@H](OC(=C2)C(=O)OC)[C@@H]([C@@H](COC(C)=O)OC(C)=O)OC(C)=O